CCCCNNN triazaheptane